[Si](C1=CC=CC=C1)(C1=CC=CC=C1)(C(C)(C)C)OCC1(CCC=2C(=NN(C2C1)C1OCCCC1)C(=O)OCC)C ethyl 6-{[(tert-butyldiphenylsilyl)oxy]methyl}-6-methyl-1-(oxan-2-yl)-5,7-dihydro-4H-indazole-3-carboxylate